NC1=NC(=C(C=C1C=1C=C2CCNC(C2=CC1)=O)C1=CC=C(C=C1)OC1CC(NCC1)(C)C)F 6-(2-amino-5-(4-((2,2-dimethylpiperidin-4-yl)oxy)phenyl)-6-fluoropyridin-3-yl)-3,4-dihydroisoquinolin-1(2H)-one